C(C)(C)(C)OC(=O)N1CCC2(CCC2CC#N)CC1 (cyanomethyl)-7-azaspiro[3.5]Nonane-7-carboxylic acid tert-butyl ester